C(CCC)C(CC1=CC=C(S1)C1=C2C(SC(=C2)C2=C(C=C(S2)C=2SC(=CC2CCCCCC)C=O)CCCCCC)=C(C2=C1SC(=C2)C2=C(C=C(S2)C=2SC(=CC2CCCCCC)C=O)CCCCCC)C=2SC(=CC2)CC(CCCCCC)CCCC)CCCCCC 5',5'''-(4,8-bis(5-(2-butyloctyl)thiophen-2-yl)benzo[1,2-b:4,5-b']dithiophene-2,6-diyl)bis(3,4'-dihexyl-[2,2'-bithiophene]-5-carbaldehyde)